ClC1=C(C=C(OCC(=O)N(C)C2CCC(CC2)NC(OC(C)(C)C)=O)C=C1)F tert-butyl ((1r,4r)-4-(2-(4-chloro-3-fluorophenoxy)-N-methylacetamido)cyclohexyl)carbamate